5-(4-(3-amino-6-(2-hydroxyphenyl)pyridazin-4-yl)phenoxy)pentanoic acid NC=1N=NC(=CC1C1=CC=C(OCCCCC(=O)O)C=C1)C1=C(C=CC=C1)O